ClC=1C(=C(C=CC1F)NC(=O)[C@@H]1[C@H]2[C@@H](CN1C(=O)OC(C)(C)C)OC(O2)(C)C)F (3aS,4S,6aR)-tert-butyl 4-((3-chloro-2,4-difluorophenyl)carbamoyl)-2,2-dimethyldihydro-3aH-[1,3]dioxolo[4,5-c]pyrrole-5(4H)-carboxylate